7-fluoro-1-methoxyisoquinoline-3-carbaldehyde FC1=CC=C2C=C(N=C(C2=C1)OC)C=O